NC=1OC2=C(C=NC=C2N2CC(N(CC2)C)C(=O)N2[C@H](C3=C(C=C(C=C3CC2)Cl)Cl)C)N1 (4-(2-aminooxazolo[4,5-c]pyridin-7-yl)-1-methylpiperazin-2-yl)((S)-6,8-dichloro-1-methyl-3,4-dihydroisoquinolin-2(1H)-yl)methanone